C(=O)(OC(C)(C)C)C1=NC(=C(C=C1N[2H])OC)Br Boc-6-bromo-5-methoxypyridine-3-amine-d